ClC1=C(C(=CC(=N1)C(=O)NC)NC1=CC2=C(N(C(N2)=O)C)C=C1)C#N 6-chloro-5-cyano-N-methyl-4-[(1-methyl-2-oxo-3H-benzoimidazol-5-yl)amino]pyridine-2-carboxamide